1-(4-methylpyrrolidino)benzyl alcohol CC1CCN(C1)C1(CO)CC=CC=C1